F[C@@H]1[C@H](C2=C(C=CC(=C2C1)N1CCC2=CC=CC=C12)S(=O)(=O)C)O (1S,2S)-2-fluoro-4-(indolin-1-yl)-7-(methylsulfonyl)-2,3-dihydro-1H-inden-1-ol